5-Bromouracil ethyl-2-(2-((5-bromo-7-((4-fluorophenoxy)methyl)benzofuran-3-yl)methoxy)phenyl)acetate C(C)C(C(=O)O)C1=C(C=CC=C1)OCC1=COC2=C1C=C(C=C2COC2=CC=C(C=C2)F)Br.BrC=2C(NC(NC2)=O)=O